C(C)N1C[C@@H](NCC1=O)C (S)-4-ethyl-2-methyl-5-oxopiperazine